N-((1S)-1-(5-((1,1-dimethyl-2,3-dihydro-1H-inden-2-yl)amino)pyridin-2-yl)-2,2,2-trifluoroethyl)-N-methyl-1-azaspiro[3.3]heptane-6-carboxamide CC1(C(CC2=CC=CC=C12)NC=1C=CC(=NC1)[C@@H](C(F)(F)F)N(C(=O)C1CC2(CCN2)C1)C)C